ClC=1C=C(C2=C(C1)OCC=1N=CSC12)F 7-chloro-9-fluoro-4H-chromeno[3,4-d]thiazole